N-((1r,4r)-4-((3-chloro-4-cyanophenyl)(methyl)amino)cyclohexyl)-6-(4-(piperazine-1-carbonyl)piperazin-1-yl)pyridazine ClC=1C=C(C=CC1C#N)N(C1CCC(CC1)N1NC=CC=C1N1CCN(CC1)C(=O)N1CCNCC1)C